C(C(C)(C)C)(=O)OCCCCCCCCCC Decyl Neopentanoate